O(CCCOC1=C(C=C(C(=N)N)C=C1)Br)C1=C(C=C(C(=N)N)C=C1)Br 4,4'-(trimethylenedioxy)bis-(3-bromobenzamidine)